N-(3-((4-fluoro-3-(9H-purin-6-yl)pyridin-2-yl)amino)-4-methylphenyl)-4-(trifluoromethyl)picolinamide FC1=C(C(=NC=C1)NC=1C=C(C=CC1C)NC(C1=NC=CC(=C1)C(F)(F)F)=O)C1=C2N=CNC2=NC=N1